2-(4-Bromophenyl)-3-(3,8-diazabicyclo[3.2.1]oct-3-ylmethyl)imidazo[1,2-a]pyridin-Dihydrochlorid Cl.Cl.BrC1=CC=C(C=C1)C=1N=C2N(C=CC=C2)C1CN1CC2CCC(C1)N2